C(C)(C)(C)OC([C@@H](NC(=O)OCC1=CC=CC=2C3=CC=CC=C3CC12)CC1=CC=C(C=C1)O)=O fluorenylmethoxycarbonyl-tyrosine-tert-butyl ester